ClC1=[N+](C=CC2=C1C=CS2)[O-] 4-chloro-5-oxido-thieno[3,2-c]pyridin-5-ium